(8-ethyl-7-fluoro-3-(methoxymethoxy)naphthalen-1-yl)-4-fluoro-2-(methylsulfinyl)-9,10-dihydro-8H-7-oxa-1,3,6,10-tetraazacyclohepta[de]naphthalene C(C)C=1C(=CC=C2C=C(C=C(C12)C1=C(C=2N=C(N=C3C2C(=N1)OCCN3)S(=O)C)F)OCOC)F